CN1C(=NC2=C(C=C(C=C2C1=O)C)[C@@H](C)N[S@](=O)C(C)(C)C)C1(COC1)C (R)-N-((R)-1-(3,6-dimethyl-2-(3-methyloxetan-3-yl)-4-oxo-3,4-dihydroquinazolin-8-yl)ethyl)-2-methylpropane-2-sulfinamide